N1N=NN=C1CCN1CC(C1)(C(=O)NC=1C=NC(=CC1OC)Cl)C1=C(C=CC=C1)C(C)C 1-(2-(1H-tetrazol-5-yl)ethyl)-N-(6-chloro-4-methoxypyridin-3-yl)-3-(2-isopropylphenyl)azetidine-3-carboxamide